C(C)OC(=C)C=1C=CC2=C(C(CO2)C)C1OCOC 5-(1-ethoxyvinyl)-4-(methoxymethoxy)-3-methyl-2,3-dihydrobenzofuran